C(C)(C)(C)OC(=O)N1C(C(C1)C)C(C1=CC=C(C=C1)Br)=O (4-bromobenzoyl)-3-methylazetidine-1-carboxylic acid tert-butyl ester